BrC1=CC=C(C=C1)C(=C)C1CCN(CC1)C(CC)=O 1-{4-[1-(4-bromophenyl)-vinyl]-piperidin-1-yl}-propan-1-one